OCCCNC(=O)C=1C=NN2C1C=CC=C2 N-(3-hydroxypropyl)pyrazolo[1,5-a]pyridine-3-carboxamide